N-(3-amino-4-fluorophenyl)-2-(4-fluorophenoxy)-5-(trifluoromethyl)benzamide NC=1C=C(C=CC1F)NC(C1=C(C=CC(=C1)C(F)(F)F)OC1=CC=C(C=C1)F)=O